COC=1C=C(\C=N\NC(=O)C2=NC(=CN=C2)OC2=CC=C(C=C2)OCC)C=C(C1)OC (E)-N'-(3,5-dimethoxybenzylidene)-6-(4-ethoxyphenoxy)pyrazine-2-carbohydrazide